2,2,2-trifluoroethyl 2-(5-methyl-2-(4-(trifluoromethyl)phenyl)piperidin-1-yl)-2-oxoacetate CC1CCC(N(C1)C(C(=O)OCC(F)(F)F)=O)C1=CC=C(C=C1)C(F)(F)F